4-fluorophenyl 7-(4-cyclopentylpiperazin-1-yl)-4,4-dimethyl-3,4-dihydroisoquinoline-2(1H)-carboxylate C1(CCCC1)N1CCN(CC1)C1=CC=C2C(CN(CC2=C1)C(=O)OC1=CC=C(C=C1)F)(C)C